[Zn].[Fe].[Ni] nickel-iron-zinc